3-(1H-indol-4-yl)-N7-methyl-N5-(2-(1-methyl-1H-pyrazol-4-yl)ethyl)-2,3-dihydrobenzofuran-5,7-dicarboxamide N1C=CC2=C(C=CC=C12)C1COC2=C1C=C(C=C2C(=O)NC)C(=O)NCCC=2C=NN(C2)C